5-(bis(4-methoxybenzyl)amino)-6-methyl-1-((2-(trimethylsilyl)ethoxy)methyl)-1H-pyrrolo[3,2-b]pyridine-2-carboxylic acid ethyl ester C(C)OC(=O)C1=CC2=NC(=C(C=C2N1COCC[Si](C)(C)C)C)N(CC1=CC=C(C=C1)OC)CC1=CC=C(C=C1)OC